2-[4-(5,7-Dibromo-2,3-dioxo-2,3-dihydroindol-1-ylmethyl)benzyl]isoselenourea hydrobromide Br.BrC=1C=C2C(C(N(C2=C(C1)Br)CC1=CC=C(C[Se]C(N)=N)C=C1)=O)=O